C(C#C)OCCNS(=O)(=O)C1=CC=CC=C1 N-(2-(prop-2-yn-1-yloxy)ethyl)benzenesulfonamide